3-chloro-4-(trifluoromethyl)benzaldehyde ClC=1C=C(C=O)C=CC1C(F)(F)F